5-chloro-2-(difluoromethyl)-N-((1S,4r)-4-((3-(6-((S)-2-hydroxypropanamido)pyridin-3-yl)-2-oxo-2,3-dihydro-1H-benzo[d]imidazol-1-yl)methyl)cyclohexyl)nicotinamide ClC=1C=NC(=C(C(=O)NC2CCC(CC2)CN2C(N(C3=C2C=CC=C3)C=3C=NC(=CC3)NC([C@H](C)O)=O)=O)C1)C(F)F